CN(C(CC(CC)C)=O)C=1C=C2C(=NC1)N=C(N2)C2=NNC=1C[C@@]3([C@H](CC21)C3)C N,3-Dimethyl-N-(2-((4aS,5aR)-5a-methyl-1,4,4a,5,5a,6-hexahydrocyclopropa[f]indazol-3-yl)-1H-imidazo[4,5-b]pyridin-6-yl)pentanamide